3-((4-(((1r,4r)-4-(3-(3-fluoro-4-(trifluoromethoxy)phenyl)ureido)cyclohexyl)oxy)phenyl)amino)-3-oxo-propanoic acid FC=1C=C(C=CC1OC(F)(F)F)NC(NC1CCC(CC1)OC1=CC=C(C=C1)NC(CC(=O)O)=O)=O